C[N+](C)(C)C trimethylmeth-1-yl-ammonium